N[C@@H](CCSC)C(=O)OCCCC1=C(C=C(C=C1)F)Br 3-(2-bromo-4-fluorophenyl)n-propanol Methioninat